The molecule is a tetracyclic spiroepoxide which acts as an antifungal and protein synthesis inhibitor. It has a role as an antifungal agent, a protein synthesis inhibitor and an antineoplastic agent. It is an epoxide and an organic heterotetracyclic compound. CC1=C[C@@H]2[C@](CC1)([C@]3([C@@H](C[C@H]([C@]34CO4)O2)OC(=O)C)C)C